ClC1=C(C2=C(C(=N1)C)CCC2)C#N 3-chloro-1-methyl-6,7-dihydro-5H-cyclopenta[c]pyridine-4-carbonitrile